NC1(CC1)CCN[C@@H](C1=CC=2N(N=C1)C=C(N2)[C@H](C2CCC(CC2)(F)F)NC(OC(C)(C)C)=O)C2CC2 tert-butyl ((S)-(7-((R)-((2-(1-aminocyclopropyl)ethyl)amino)(cyclopropyl)methyl)imidazo[1,2-b]pyridazin-2-yl)(4,4-difluorocyclohexyl)methyl)carbamate